5'-methoxy-6-methyl-(4,4'-bipyridine)-3-carboxamide COC=1C(=CC=NC1)C1=C(C=NC(=C1)C)C(=O)N